2-(2,4,5-tribromophenyl)propane BrC1=C(C=C(C(=C1)Br)Br)C(C)C